FC(C(=O)O)(F)F.NCC#CC(=O)NC1CC(C1)N[C@@H]1C[C@@H](N(C2=CC=CC=C12)C(CC)=O)C |o1:19,21| 4-amino-N-((1R,3r)-3-(((2S*,4R*)-2-methyl-1-propionyl-1,2,3,4-tetrahydroquinolin-4-yl)amino)cyclobutyl)but-2-ynamide trifluoroacetate